2-(3-(1-aminoethyl)-2-fluorophenyl)-2,2-difluoro-N,N-dimethylacetamide hydrochloric acid salt Cl.NC(C)C=1C(=C(C=CC1)C(C(=O)N(C)C)(F)F)F